6-(3-(Ethylamino)propyl)-2,3-dimethoxy-5H-[1,3]dioxolo[4'',5'':5',6']pyrido[3',2':4,5]cyclopenta[1,2-c]isoquinoline-5,12(6H)-dione C(C)NCCCN1C(C2=CC(=C(C=C2C2=C1C1=C(C2=O)C=C2C(=N1)OCO2)OC)OC)=O